(Exo)-4-(5-amino-2-methylphenyl)-5-hexyl-3a-(1-phenylvinyl)-1,2,3,3a,6,6a-hexahydropentalen-1-ol NC=1C=CC(=C(C1)C=1C2(CCC(C2CC1CCCCCC)O)C(=C)C1=CC=CC=C1)C